N[C@H](CC1CCCC1)NC([C@H](CC=1SC2=C(N1)C=CC(=C2)Cl)NC(CC)=O)=O (S)-N-((S)-1-amino-2-cyclopentylethyl)-3-(6-chlorobenzo[d]thiazol-2-yl)-2-propionamidopropanamide